(S)-8-nitro-1,2,4a,5-tetrahydrobenzo[b]pyrazin [N+](=O)([O-])C=1C=CC[C@H]2C1NCC=N2